C(C1=CC=CC=C1)NC=1C=C(C=C2C=C(NC12)C1=CC=CC=C1)CC(=O)NC1=CC=CC=C1 2-(7-(benzylamino)-2-phenyl-1H-indol-5-yl)-N-phenylacetamide